4-(4-chlorophenoxy)-2-trifluoromethylbenzoyl chloride ClC1=CC=C(OC2=CC(=C(C(=O)Cl)C=C2)C(F)(F)F)C=C1